N-[(3R)-1-azabicyclo[2.2.2]oct-3-yl]-4-chlorobenzamide N12C[C@@H](C(CC1)CC2)NC(C2=CC=C(C=C2)Cl)=O